2-[2-(tert-butoxymethyl)-1,3-oxazol-4-yl]-5-[(2,6-dichlorophenyl)methoxy]pyrimidine C(C)(C)(C)OCC=1OC=C(N1)C1=NC=C(C=N1)OCC1=C(C=CC=C1Cl)Cl